15-[1-(2,6-dioxopiperidin-3-yl)-3-methyl-2-oxo-2,3-dihydro-1H-1,3-benzodiazol-5-yl]-3,6,9,12-tetraoxapentadecanamide acetate C(C)(=O)O.O=C1NC(CCC1N1C(N(C2=C1C=CC(=C2)CCCOCCOCCOCCOCC(=O)N)C)=O)=O